4-(4-(2-(4,4-difluoropiperidin-1-yl)thiazol-4-yl)-1H-1,2,3-triazol-1-yl)-N-(2-hydroxyethyl)-3-(6-azaspiro[2.5]oct-6-yl)benzenesulfonamide FC1(CCN(CC1)C=1SC=C(N1)C=1N=NN(C1)C1=C(C=C(C=C1)S(=O)(=O)NCCO)N1CCC2(CC2)CC1)F